ethyl 2-((5-acrylamido-4-((2-(dimethylamino)ethyl) (methyl)amino)-2-methoxyphenyl)amino)-4-(8-fluoro-2-oxo-5,6-dihydro-4H-imidazo[4,5,1-ij]quinolin-1(2H)-yl)pyrimidine-5-carboxylate C(C=C)(=O)NC=1C(=CC(=C(C1)NC1=NC=C(C(=N1)N1C(N2CCCC3=CC(=CC1=C23)F)=O)C(=O)OCC)OC)N(C)CCN(C)C